cyclobutyl-2-(2-fluorophenyl)-6-methyl-7-tosyl-7H-pyrrolo[2,3-d]pyrimidin-4-amine C1(CCC1)C1=C(N(C=2N=C(N=C(C21)N)C2=C(C=CC=C2)F)S(=O)(=O)C2=CC=C(C)C=C2)C